BrC=1C(=CC(=NC1)NC(C1=CN=C(C=C1)C1=C(C=C(C=C1)C1=NOC(=N1)C)Cl)=O)OCCN(C)C N-(5-Bromo-4-(2-(dimethylamino)ethoxy)pyridin-2-yl)-6-(2-chloro-4-(5-methyl-1,2,4-oxadiazol-3-yl)phenyl)nicotinamid